N-(5-(5-acetamido-2-(4-(4-methylpiperazin-1-yl)phenyl)-1H-pyrrolo[2,3-b]pyridin-3-yl)-2-methylphenyl)acrylamide C(C)(=O)NC=1C=C2C(=NC1)NC(=C2C=2C=CC(=C(C2)NC(C=C)=O)C)C2=CC=C(C=C2)N2CCN(CC2)C